(5-(3,5-di(9H-carbazol-9-yl)phenyl)pyridin-3-yl)diphenylphosphine oxide C1=CC=CC=2C3=CC=CC=C3N(C12)C=1C=C(C=C(C1)N1C2=CC=CC=C2C=2C=CC=CC12)C=1C=C(C=NC1)P(C1=CC=CC=C1)(C1=CC=CC=C1)=O